cyclopropyl(7-((5-(imidazo[1,2-a]pyrimidin-6-yl)-4-methoxypyrrolo[2,1-f][1,2,4]triazin-2-yl)amino)-2-azaspiro[3.5]nonan-2-yl)methanone C1(CC1)C(=O)N1CC2(C1)CCC(CC2)NC2=NN1C(C(=N2)OC)=C(C=C1)C=1C=NC=2N(C1)C=CN2